O[C@H](\C=C\CCCCCCCCCCCCCCCCCCC)[C@H]1N(C(OC1)(C)C)C(=O)OC(C)(C)C tert-butyl (4S)-4-[(E,1R)-1-hydroxydocosane-2-enyl]-2,2-dimethyl-oxazolidine-3-carboxylate